CN1C(N(C=2C1=CC=1C(=NN=C(C1C2)N[C@H](C)C2=CC(=CC=C2)C(F)(F)F)C)C)=O 1,3,8-trimethyl-5-[[(1R)-1-[3-(trifluoromethyl)phenyl]ethyl]amino]imidazo[4,5-g]phthalazin-2-one